3,5-Dimethoxy-4-propyl-β-nitrostyrene COC=1C=C(C=C[N+](=O)[O-])C=C(C1CCC)OC